methyl 3-[2-[[6-(8-chloro-4-oxo-chromen-2-yl)-2-thioxo-1,3-benzodioxol-5-yl]oxy]ethoxy]cyclobutanecarboxylate ClC=1C=CC=C2C(C=C(OC12)C=1C(=CC2=C(OC(O2)=S)C1)OCCOC1CC(C1)C(=O)OC)=O